tert-butyl 4-pyridinecarboxylate N1=CC=C(C=C1)C(=O)OC(C)(C)C